(R)-N-(8-(1-methyl-1H-pyrazol-5-yl)-2,3-dihydrobenzo[b][1,4]dioxin-5-yl)-6-(3-phenylisoxazolidin-2-yl)pyrimidin-4-amine CN1N=CC=C1C1=CC=C(C2=C1OCCO2)NC2=NC=NC(=C2)N2OCC[C@@H]2C2=CC=CC=C2